The molecule is a monocarboxylic acid anion that is the conjugate base of (S)-2-chloropropanoic acid obtained by deprotonation of the carboxy group. It is a conjugate base of a (S)-2-chloropropanoic acid. C[C@@H](C(=O)[O-])Cl